2-(5-methyl-2-(phenyl-2,6-d2)oxazol-4-yl)ethyl-1,1-d2 methanesulfonate CS(=O)(=O)OC(CC=1N=C(OC1C)C1=C(C=CC=C1[2H])[2H])([2H])[2H]